2-chloro-4-dimethylaminobenzaldehyde ClC1=C(C=O)C=CC(=C1)N(C)C